BrC=1C=CC=2C3=C(N(C2C1)C)C=CN=C3 7-bromo-5-methyl-pyrido[4,3-b]indole